2,4-bis-(2,4-dimethylphenyl)-6-(2-hydroxy-4-methoxyphenyl)-1,3,5-triazine CC1=C(C=CC(=C1)C)C1=NC(=NC(=N1)C1=C(C=C(C=C1)C)C)C1=C(C=C(C=C1)OC)O